C(C)OC(=C)C1=C(C=C(C(=C1)F)[N+](=O)[O-])O 2-(1-Ethoxyvinyl)-4-fluoro-5-nitrophenol